BrC=1C(=NN(C1C)C)C(=O)N 4-bromo-1,5-dimethyl-1H-pyrazole-3-carboxamide